N1=CC=C2C=C3C(C=C12)=CC=C3 cyclopenta[f]indole